N(=O)O nitrous acid